2-{3-[(2RS)-azetidin-2-ylmethoxy]pyridin-4-yl}-3-[3-(trifluoromethyl)phenyl]-1H-pyrrolo[3,2-b]pyridine N1[C@H](CC1)COC=1C=NC=CC1C1=C(C2=NC=CC=C2N1)C1=CC(=CC=C1)C(F)(F)F |r|